(5R)-5-(1,3-dioxo-2,3-dihydro-1H-isoindol-2-yl)-5H,6H,7H-cyclopenta[c]Pyridin-2-ylium-2-ol O=C1N(C(C2=CC=CC=C12)=O)[C@@H]1CCC=2C[NH+](C=CC21)O